CCCCCCCCCCCC(=O)C The molecule is a methyl ketone that is tridecane in which the methylene hydrogens at position 2 are replaced by an oxo group. It has a role as a plant metabolite and a flavouring agent. It derives from a hydride of a tridecane.